(4aR,8aS)-6-(3-((4-chloro-2-(trifluoromethoxy)benzyl)oxy)azetidine-1-carbonyl)hexahydro-2H-pyrido[4,3-b][1,4]oxazin-3(4H)-one ClC1=CC(=C(COC2CN(C2)C(=O)N2C[C@@H]3[C@@H](OCC(N3)=O)CC2)C=C1)OC(F)(F)F